5-(3-(2-(pyridazin-3-yl)ethynyl)phenoxy)-1H-1,2,3-triazole-4-carboxylic acid N1=NC(=CC=C1)C#CC=1C=C(OC2=C(N=NN2)C(=O)O)C=CC1